ClC=1C(=C(C=CC1)C(CC1=NC(=NC(=N1)N[C@@H](CO)CC(C)C)NS(=O)(=O)C)C)O N-(4-(2-(3-Chloro-2-hydroxyphenyl)propyl)-6-(((R)-1-hydroxy-4-methylpentan-2-yl)amino)-1,3,5-triazin-2-yl)methanesulfonamide